C(C)C=1NN2C(=CC(C=C2)=O)C1 2-ethyl-5-oxopyrazolo[1,5-a]pyridin